capric acid, methyl ester O(C(=O)CCCCCCCCC)C